7-(4-(((R)-1-cyanoethyl)amino)-5-(5-(6-(2-hydroxy-2-methylpropanoyl)-3,6-diazabicyclo[3.1.1]heptan-3-yl)-1,3,4-thiadiazol-2-yl)pyridin-2-yl)pyrrolo[1,2-b]pyridazine C(#N)[C@@H](C)NC1=CC(=NC=C1C=1SC(=NN1)N1CC2N(C(C1)C2)C(C(C)(C)O)=O)C2=CC=C1N2N=CC=C1